CC1=C(C(=CC=C1)CC)C 1,2-dimethyl-3-ethyl-benzene